(R)-4-(N-Methylacetamido)-3-(4-methylphenyl)-N-((R)-1-(6-(trifluoromethyl)pyridin-3-yl)ethyl)-4,5-dihydro-1H-pyrazole-1-carboxamide CN(C(C)=O)[C@H]1C(=NN(C1)C(=O)N[C@H](C)C=1C=NC(=CC1)C(F)(F)F)C1=CC=C(C=C1)C